N-(2,6-dioxopiperidin-3-yl)pyridine-2-carboxamide O=C1NC(CCC1NC(=O)C1=NC=CC=C1)=O